C(#N)C=1C=NN2C1C(=CC(=C2)OCC)C=2C=CC(=NC2)N2CCC(CC2)(C=O)NC([O-])=O (1-(5-(3-cyano-6-ethoxypyrazolo[1,5-a]pyridin-4-yl)pyridin-2-yl)-4-formylpiperidin-4-yl)carbamate